OC=1C=C(C=C(C1)O)CC(=O)OCCCCCCCCCCCCCCCCC heptadecyl 3,5-dihydroxyphenylacetate